5-([1,2,4]triazolo[1,5-a]pyridin-7-yl)-N-((1s,4s)-4-methoxycyclohexyl)-7H-pyrrolo[2,3-d]pyrimidin-2-amine N=1C=NN2C1C=C(C=C2)C2=CNC=1N=C(N=CC12)NC1CCC(CC1)OC